ClC1=C(C=C2C(=C(N(C2=C1)CCO)C1=NC(=NN1)C(F)(F)F)C=1C=NNC1)OC 2-(6-chloro-5-methoxy-3-(1H-pyrazol-4-yl)-2-(3-(trifluoromethyl)-1H-1,2,4-triazol-5-yl)-1H-indol-1-yl)ethan-1-ol